C(C)(C)(C)OC(=O)NC1CC2(CC(C2)C(=O)O)C1 6-((tert-butoxycarbonyl)amino)spiro[3.3]heptane-2-carboxylic acid